C(C)OC(=O)C1=C(N=C(S1)NC=1NC(C=C(N1)N1CCC(CC1)O)(NCC1=CC(=C(C(=C1)OC)OC)OC)C)C 2-[[4-[4-hydroxy-1-piperidinyl]-6-methyl-6-[[(3,4,5-trimethoxyphenyl)methyl]amino]-2-pyrimidinyl]amino]-4-methyl-5-thiazolecarboxylic acid ethyl ester